NC1=NC(=NN2C1=NC=C2CC=2C=C(C(=NC2)N2CCN(CC2)C(CNC)=O)C)O[C@H](C)CC (R)-1-(4-(5-((4-amino-2-(sec-butoxy)imidazo[2,1-f][1,2,4]triazin-7-yl)methyl)-3-methylpyridin-2-yl)piperazin-1-yl)-2-(methylamino)ethan-1-one